4-chloro-6-methoxyisoindoline ClC1=C2CNCC2=CC(=C1)OC